OCCC=CC(=O)SCCNC(CCNC([C@@H](C(COP(OP(OC[C@@H]1[C@H]([C@H]([C@@H](O1)N1C=NC=2C(N)=NC=NC12)O)OP(=O)(O)O)(=O)O)(=O)O)(C)C)O)=O)=O 5-Hydroxypent-2-Enoyl-CoA